2'-phenylacetophenone C1(=CC=CC=C1)C1=C(C=CC=C1)C(C)=O